C(C)OC(=O)[C@H](CCC1=CC=CC=C1)N[C@@H]1C(N(C2=C(CC1)C=CC=C2)CC(=O)O)=O 2-[(3S)-3-[((1S)-1-ethoxycarbonyl-3-phenyl-propyl)amino]-2-oxo-4,5-dihydro-3H-1-benzoazepin-1-yl]acetic acid